6,7-dihydro-s-indacen-1-olate C=1(C=CC2=CC3=CCCC3=CC12)[O-]